S1C(=NC2=C1C=CC=C2)NC(=O)NC2=C(C=CC=C2)Cl 1-(benzo[d]thiazol-2-yl)-3-(2-chlorophenyl)urea